Cl.N[C@@H]1C(NC(C1)=O)=O (S)-3-aminopyrrolidine-2,5-dione hydrochloride